Meta-xylol C1(=CC(=CC=C1)C)C